C(CCC)OC1=CC=C(C=CC=2OC(=NN2)C(Cl)(Cl)Cl)C=C1 2-(p-butoxystyryl)-5-trichloromethyl-1,3,4-oxadiazole